C(#C)C1=CC=C(CN(C=2SC3=C(N2)C=CC=C3F)CCC3=CC=C(C=C3)OC)C=C1 N-(4-ethynylbenzyl)-7-fluoro-N-(4-methoxyphenethyl)benzo[d]thiazol-2-amine